1-((3R,4S)-4-((5-(1-(2,2-difluoroethyl)-1H-benzo[d]imidazol-6-yl)-4-methoxypyrrolo[2,1-f][1,2,4]triazin-2-yl)amino)-3-fluoropiperidin-1-yl)ethan-1-one-2,2,2-d3 FC(CN1C=NC2=C1C=C(C=C2)C=2C=CN1N=C(N=C(C12)OC)N[C@@H]1[C@@H](CN(CC1)C(C([2H])([2H])[2H])=O)F)F